(R)-N-(5-cyclopropyl-1H-pyrazol-3-yl)-2-(1-(2-methylthiazol-4-yl)-1H-pyrazol-4-yl)propanamide C1(CC1)C1=CC(=NN1)NC([C@H](C)C=1C=NN(C1)C=1N=C(SC1)C)=O